NC1=NC=2C=C(C(=CC2C2=C1C=NN2C)C(=O)N2[C@H](CC[C@@H](C2)C)C2=CC1=C(N=CS1)C=C2)F (4-Amino-7-fluoro-1-methyl-1H-pyrazolo[4,3-c]quinolin-8-yl)((2R,5S)-2-(benzo[d]thiazol-6-yl)-5-methylpiperidin-1-yl)methanone